3-cyclopropyl-N-(2-fluoro-2-methyl-propyl)-7-[[4-(3-pyridyl)-1,2,4-triazol-3-yl]amino]-7-(2-trimethylsilylethoxymethyl)-6,8-dihydrocyclopenta[g]isoquinoline-5-sulfonamide C1(CC1)C=1N=CC=2C=C3C(=C(C2C1)S(=O)(=O)NCC(C)(C)F)CC(C3)(COCC[Si](C)(C)C)NC3=NN=CN3C=3C=NC=CC3